N1(C=NC=C1)CC=1C=C(C2=C(C(NCCO2)=O)C1)C=1C(=NN(C1)C)C(F)(F)F 7-((1H-imidazol-1-yl)methyl)-9-(1-methyl-3-(trifluoromethyl)-1H-pyrazol-4-yl)-3,4-dihydrobenzo[f][1,4]oxazepin-5(2H)-one